COC1=CC=C(C=N1)[C@@H](CC(=O)O)N1N=C(C=C1)C1=CC(=CC=C1)C1=NC=2NCCCC2C=C1 |r| (±)-3-(6-methoxypyridin-3-yl)-3-(3-(3-(5,6,7,8-tetrahydro-1,8-naphthyridin-2-yl)phenyl)-1H-pyrazol-1-yl)propionic acid